CN1C(C=C(C=C1C1=C(C=CC=C1)C(F)(F)F)C1=CC(=NC=C1)NC1=NC(=NC=C1)C)=O 1-methyl-2'-((2-methylpyrimidin-4-yl)amino)-6-(2-(trifluoromethyl)phenyl)-[4,4'-bipyridin]-2(1H)-one